C(C)(=O)N[C@@H]1CN(CCC1)C=1C(=CC(=C2C=NNC12)Cl)C(C)NC(=O)C=1C(=NN2C1N=CC=C2)N N-(1-(7-((S)-3-Acetamidopiperidin-1-yl)-4-chloro-1H-indazol-6-yl)ethyl)-2-aminopyrazolo[1,5-a]pyrimidine-3-carboxamide